O=C1NC(CCC1N1C(C2=CC=C(C=C2C1)N1CCN(CC1)C(CCCCCC1=NN=C(S1)C1=C(C=C(C=N1)NC(=O)NC=1C=NC=2N(C1C(C)C)N=CC2)C)=O)=O)=O 1-[6-[5-[6-[4-[2-(2,6-dioxo-3-piperidyl)-1-oxo-isoindolin-5-yl]piperazin-1-yl]-6-oxo-hexyl]-1,3,4-thiadiazol-2-yl]-5-methyl-3-pyridyl]-3-(7-isopropylpyrazolo[1,5-a]pyrimidin-6-yl)urea